BrC=1C=C(C=CC1)C(CCOC(C)(C=C)C)O 1-(3-bromophenyl)-3-((2-methylbut-3-en-2-yl)oxy)propan-1-ol